N-(3-chloro-5-(methylsulfonamido)phenyl)-4-(5-(6,6-difluoro-2-azaspiro[3.3]heptan-2-yl)pyrimidin-2-yl)-5-methylthiophene-2-carboxamide ClC=1C=C(C=C(C1)NS(=O)(=O)C)NC(=O)C=1SC(=C(C1)C1=NC=C(C=N1)N1CC2(C1)CC(C2)(F)F)C